N-(1-(4-((4,5-Dichloro-2-fluorophenyl)amino)pyrido[3,2-d]pyrimidin-6-yl)azetidin-3-yl)acrylamide ClC1=CC(=C(C=C1Cl)NC=1C2=C(N=CN1)C=CC(=N2)N2CC(C2)NC(C=C)=O)F